C(C)(=O)N[C@@H]1CC(C[C@@H](C1)C(=O)OC)(F)F Methyl (1R,5S)-5-acetamido-3,3-difluorocyclohexane-1-carboxylate